6-methoxy-3,4-dihydro-2H-benzo[e][1,2]thiazin-1,1-dioxide COC=1C=CC2=C(CCNS2(=O)=O)C1